C1(CC1)C1=NC(=NC(=C1)N1N=CC(=C1)C(F)(F)F)S(=O)(=O)C 4-Cyclopropyl-2-methylsulfonyl-6-[4-(trifluoromethyl)pyrazol-1-yl]pyrimidine